C1=CC(=O)NC1=O The molecule is a cyclic dicarboximide in which the two carboacyl groups on nitrogen together with the nitogen itself form a 1H-pyrrole-2,5-dione structure. It has a role as an EC 5.99.1.3 [DNA topoisomerase (ATP-hydrolysing)] inhibitor. It is a dicarboximide and a member of maleimides. It derives from a maleic acid. It derives from a hydride of a 1H-pyrrole.